2-(1H-benzotriazol-1-yl)1,1,3,3-tetramethyluronium hexafluorophosphate F[P-](F)(F)(F)(F)F.N1(N=NC2=C1C=CC=C2)OC(=[N+](C)C)N(C)C